2-[3-(3-chloro-5-fluorophenyl)ureido]-N-ethylbenzamide ClC=1C=C(C=C(C1)F)NC(NC1=C(C(=O)NCC)C=CC=C1)=O